CC(=CC(=O)OCC)CC[C@@H]1OC(OCC1)C1=CC=CC=C1 (Z) and (E)-Ethyl 3-methyl-5-((4S)-2-phenyl-1,3-dioxan-4-yl)pent-2-enoate